N1=CC(=C2N1C=CN=C2)C(=O)N2CC1=C(CC2)C(=CS1)C(=O)NC=1C=NC=C(C1)C(F)(F)F 6-(pyrazolo[1,5-a]pyrazine-3-carbonyl)-N-(5-(trifluoromethyl)pyridin-3-yl)-4,5,6,7-tetrahydrothieno[2,3-c]pyridine-3-carboxamide